N'-(((((((9,10-dioxo-9,10-dihydroanthracene-1,4-diyl)bis(azanediyl))bis(ethane-2,1-diyl))bis(oxy))bis(ethane-2,1-diyl))bis(oxy))bis(ethane-2,1-diyl))diacrylamide O=C1C2=CC=CC=C2C(C=2C(=CC=C(C12)NCCOCCOCCC=CC(=O)N)NCCOCCOCCC=CC(=O)N)=O